6-[Chloro(difluoro)methyl]-8-isopropyl-2-methylsulfanyl-pyrido[2,3-d]pyrimidin-7-one ClC(C1=CC2=C(N=C(N=C2)SC)N(C1=O)C(C)C)(F)F